Methyl (2E)-3-{2,6-bis[(oxan-2-yloxy)methyl]phenyl}prop-2-enoate O1C(CCCC1)OCC1=C(C(=CC=C1)COC1OCCCC1)/C=C/C(=O)OC